FC1=C(C(=CC=C1)F)S(=O)(=O)NC=1C=C(C=NC1OC)C=1C=CC=2N=CN=C(C2N1)N1CCN(CC1)C(=O)OC(C)(C)C tert-butyl 4-(6-(5-((2,6-difluorophenyl)sulfonamido)-6-methoxypyridin-3-yl)pyrido[3,2-d]pyrimidin-4-yl)piperazine-1-carboxylate